FC=1C=CC(=C2C=C(N(C12)CCNC1=NC=NC(=C1)C1=CNC2=CC=CC=C12)C#N)OC 7-Fluoro-1-{2-[6-(1H-indol-3-yl)-pyrimidin-4-ylamino]-ethyl}-4-methoxy-1H-indole-2-carbonitrile